NC1=CC2=CC=C(C=C2C=C1)N 2,6-diamino-naphthalene